C(C)(C)(C)C=1C=CC(=C(C1)C(C)C1=CC=C(C=C1)P(CCCCCC(C)C)CCCCCC(C)C)O (4-(1-(5-(tert-butyl)-2-hydroxyphenyl)ethyl)phenyl)diisooctylphosphine